N[C@H]1CN(CC12CC2)C=2C1=CN(N=C1C=CC2NC(=O)C2=NN(C(C=C2)=O)C2=C(C=CC=C2F)F)C2(CC2)C(F)(F)F |o1:1| rel-(R)-N-(4-(7-amino-5-azaspiro[2.4]heptan-5-yl)-2-(1-(trifluoromethyl)cyclopropyl)-2H-indazol-5-yl)-1-(2,6-difluorophenyl)-6-oxo-1,6-dihydropyridazine-3-carboxamide